C12COCC(CC1)N2C(=O)C2=CC=C(C=C2)C(=O)N2C[C@H]([C@@H](CC2)N2CC1=CC=CC=C1CC2)O (4-(3-oxa-8-azabicyclo[3.2.1]octane-8-carbonyl)phenyl)((3R,4R)-4-(3,4-dihydroisoquinolin-2(1H)-yl)-3-hydroxypiperidin-1-yl)methanone